ClC1=C2C=CN(C2=CC=C1I)S(=O)(=O)C1=CC=C(C)C=C1 4-chloro-5-iodo-1-tosyl-1H-indole